C(=O)(C=C)OC=1C=C(C=CC1)S(=O)(=O)O 3-(acryl)oxybenzenesulfonic acid